ClC=1C=C(C=CC1OC(F)(F)F)N1C(=NC=2C1=NC(=CC2)N2CCN(CC2)C)C#C[Si](C(C)C)(C(C)C)C(C)C 3-(3-chloro-4-(trifluoromethoxy)phenyl)-5-(4-methylpiperazin-1-yl)-2-((triisopropylsilyl)ethynyl)-3H-imidazo[4,5-b]pyridine